O=C1NC(CCC1N1CC2=CC(=C(C=C2C1=O)N1CCC(CC1)CN1CCN(CC1)C=1SC2=C(N1)C=C(C(=C2)C(=O)NC=2C=NN1C2N=CC=C1)OC(C)C)F)=O 2-(4-((1-(2-(2,6-dioxopiperidin-3-yl)-6-fluoro-3-oxoisoindolin-5-yl)piperidin-4-yl)methyl)piperazin-1-yl)-5-isopropoxy-N-(pyrazolo[1,5-a]pyrimidin-3-yl)benzo[d]thiazole-6-carboxamide